ethyl-dimethylsulfonium C(C)[S+](C)C